OC(CC1N(C(=CN1C(C)(C)C)C(=O)N)CCCCC)(C)C (2-hydroxy-2-methylpropyl)-3-tert-butyl-1-N-pentyl-1H-imidazole-5-carboxamide